CC1(C(C(=C[C@@]2(CCN(C2)C(=O)C2=C(C=CC=C2)OCC(F)(F)F)C1)C#N)=O)C (5S)-9,9-dimethyl-8-oxo-2-[2-(2,2,2-trifluoroethoxy)benzene-1-carbonyl]-2-azaspiro[4.5]dec-6-ene-7-carbonitrile